(2-(((4-((tert-butoxycarbonyl)amino)butyl)amino)methyl)phenyl)boronic acid C(C)(C)(C)OC(=O)NCCCCNCC1=C(C=CC=C1)B(O)O